(3R)-N-(4-tert-butylphenyl)-6,6-dimethyl-N-[2-oxo-1-(3-pyridyl)-2-(tetrahydropyran-4-ylamino)ethyl]morpholine-3-carboxamide propyl-propanethiosulfonate C(CC)OS(=O)(=S)CCC.C(C)(C)(C)C1=CC=C(C=C1)N(C(=O)[C@@H]1NCC(OC1)(C)C)C(C(NC1CCOCC1)=O)C=1C=NC=CC1